1-methyl-3-(7H-pyrrolo[2,3-d]pyrimidin-5-yl)-4-(trifluoromethyl)-N-(2-(trifluoromethyl)pyridin-4-yl)-1H-pyrazole-5-carboxamide CN1N=C(C(=C1C(=O)NC1=CC(=NC=C1)C(F)(F)F)C(F)(F)F)C1=CNC=2N=CN=CC21